N[C@@H]1CN(CC[C@H]1F)C1=NC2=C(N1CC(=O)N1CCOCC1)C=C(C=C2OC)F 2-(2-((3R,4R)-3-amino-4-fluoropiperidin-1-yl)-6-fluoro-4-methoxy-1H-benzo[d]imidazol-1-yl)-1-morpholinoethan-1-one